ClC1=NC(=CC(=N1)C(=O)O)OC chloro-6-methoxy-pyrimidine-4-carboxylic acid